BrC=1C=C2C(=CC=NC2=C(C1)F)N1C[C@@H](CCC1)NC(OC(C)(C)C)=O tert-Butyl N-[(3R)-1-(6-bromo-8-fluoroquinolin-4-yl)piperidin-3-yl]carbamate